N[C@H](C)C=1C=C(C=C2C(C3=C(C=4C=CC=NC4CC3)OC12)=O)F (R)-11-(1-aminoethyl)-9-fluoro-5,6-dihydro-7H-chromeno[2,3-f]quinolin-7-one